FC=1C(=NC(=NC1)NC1=CC=C(C=N1)N1CCN(CC1)C(=O)OC(C)(C)C)C=1C=C2C(=CC=NC2=C(C1)F)C(C)(C)O Tert-butyl 4-(6-((5-fluoro-4-(8-fluoro-4-(2-hydroxypropan-2-yl)quinolin-6-yl)pyrimidin-2-yl)amino)pyridin-3-yl)piperazine-1-carboxylate